8-((4-cyclohexylphenyl)(cyclopropylmethyl)amino)-5-methyl-6-oxo-5,6-dihydro-1,5-naphthyridine-2-carbonitrile C1(CCCCC1)C1=CC=C(C=C1)N(C1=CC(N(C=2C=CC(=NC12)C#N)C)=O)CC1CC1